COC=1C=C(C=CC1)N1C2(C3=CC=CC=C3C1)CCC(CC2)=O 2'-(3-methoxyphenyl)spiro[cyclohexane-4,1'-isoindoline]-1-one